C(C)(C)(C)OC(=O)N(C1CC(C1)C(=O)OC)C1=C(C=C(C=C1)[N+](=O)[O-])F methyl 3-((tert-butoxycarbonyl)(2-fluoro-4-nitrophenyl)amino)cyclobutane-1-carboxylate